COC=1C=C2CC(CC2=CC1)NC1=NC=C(C=N1)C(=O)N1CCC12COC2 (2-((5-methoxy-2,3-dihydro-1H-inden-2-yl)amino)pyrimidin-5-yl)(6-oxa-1-azaspiro[3.3]hept-1-yl)methanone